FC(C1=NN=C(O1)C1=CC(NC=C1)=O)F 4-(5-(difluoromethyl)-1,3,4-oxadiazol-2-yl)pyridin-2(1H)-one